NC1=NC=2C=CC(=CC2C2=C1COC2)C(=O)N([C@@H]2COC1=C2C=CC(=C1)S(=O)(=O)C)C 4-amino-N-methyl-N-((3S)-6-(methylsulfonyl)-2,3-dihydro-1-benzofuran-3-yl)-1,3-dihydrofuro[3,4-c]quinoline-8-carboxamide